5-Chloro-6-iodoisoindoline-1,3-dione ClC=1C=C2C(NC(C2=CC1I)=O)=O